4-methoxy-[1,1'-biphenyl] COC1=CC=C(C=C1)C1=CC=CC=C1